ClC1=C(C=C(C=2C(=C3N(C12)CC[C@@H]3NC(C)=O)C=3C=NN(C3)C3OCCCC3)OCC)Cl N-((1S)-5,6-Dichloro-8-ethoxy-9-(1-(tetrahydro-2H-pyran-2-yl)-1H-pyrazol-4-yl)-2,3-dihydro-1H-pyrrolo[1,2-a]indol-1-yl)acetamide